C(C1=CC=CC=C1)OC=1C(=NC(=C(C1)OCC1=CC=CC=C1)Br)Br 3,5-bis(benzyloxy)-2,6-dibromopyridine